7-tert-butyl-N,N,3-triphenylpyrene-1-amine C(C)(C)(C)C=1C=C2C=CC3=C(C=C(C4=CC=C(C1)C2=C43)N(C4=CC=CC=C4)C4=CC=CC=C4)C4=CC=CC=C4